dilithium aluminum [Al].[Li].[Li]